N-(3-(6-morpholinyl-1H-benzoimidazol-2-yl)-1H-indazol-5-yl)ethenesulfonamide N1(CCOCC1)C=1C=CC2=C(NC(=N2)C2=NNC3=CC=C(C=C23)NS(=O)(=O)C=C)C1